(S)-1-methyl-N-(1-((4-(5-methyl-1H-pyrazol-4-yl)phenyl)amino)-1-oxo-3,3-diphenylpropan-2-yl)-1H-pyrazole-5-carboxamide CN1N=CC=C1C(=O)N[C@H](C(=O)NC1=CC=C(C=C1)C=1C=NNC1C)C(C1=CC=CC=C1)C1=CC=CC=C1